(R)-1-((7-Cyano-2-(3'-(3-(((R)-3-hydroxy-3-methylpyrrolidin-1-yl)methyl)-1,7-naphthyridin-8-ylamino)-2,2'-dimethylbiphenyl-3-yl)benzo[d]oxazol-5-yl)methyl)pyrrolidin C(#N)C1=CC(=CC=2N=C(OC21)C=2C(=C(C=CC2)C2=C(C(=CC=C2)NC=2N=CC=C1C=C(C=NC21)CN2C[C@](CC2)(C)O)C)C)CN2CCCC2